2,2-Dideuterio-2-[3-[(1R)-1-[4-oxo-6-(1H-pyrazol-4-yl)quinazolin-3-yl]ethyl]phenoxy]acetic Acid [2H]C(C(=O)O)(OC1=CC(=CC=C1)[C@@H](C)N1C=NC2=CC=C(C=C2C1=O)C=1C=NNC1)[2H]